C(C)C=1SC2=C(C1CN1CC3N(CC1)C(CNC3=O)=O)C=CC=C2 2-((2-Ethylbenzothien-3-yl)methyl)hexahydro-2H-pyrazino[1,2-a]pyrazine-6,9-dione